tert-butyl-dimethyl-[[ethyl-(3-methylimidazol-3-ium-1-yl)-oxo-λ6-sulfanylidene]amino]silane C(C)(C)(C)[Si](N=S(=O)(N1C=[N+](C=C1)C)CC)(C)C